ClC=1C=C(C=C2C(=C(C=NC12)C#N)NCC(C)(C)C)N[C@@]([2H])(C=1C(=NC=CC1)F)C=1N=NN(C1)C1CC1 (S)-8-chloro-6-(((1-cyclopropyl-1H-1,2,3-triazol-4-yl)(2-fluoropyridin-3-yl)methyl-d)amino)-4-(neopentylamino)quinoline-3-carbonitrile